C(C)(C)(C)OC(=O)N1CCC(CC1)CC(C(=O)OCC)C 4-(3-ethoxy-2-methyl-3-oxopropyl)piperidine-1-carboxylic acid tert-butyl ester